N(=[N+]=[N-])C[C@H]1N(CC(C1)(O)CN(CC1=CC=CC=C1)CC1=CC=CC=C1)C(=O)OC(C)(C)C tert-butyl (2S)-2-(azidomethyl)-4-((dibenzylamino)methyl)-4-hydroxypyrrolidine-1-carboxylate